Pentanedicarbamate C(CCCC)(NC(=O)[O-])NC(=O)[O-]